(R)-N-(4-(5-amino-1-(1-(2-hydroxypropionyl)-1,4,5,6-tetrahydropyridin-3-yl)imidazo[1,5-c]pyrimidin-3-yl)benzyl)-5-fluoro-2-methoxybenzamide NC1=NC=CC=2N1C(=NC2C2=CN(CCC2)C([C@@H](C)O)=O)C2=CC=C(CNC(C1=C(C=CC(=C1)F)OC)=O)C=C2